1,3-thiazolidine-4-carboxylic acid S1CNC(C1)C(=O)O